CN(C)CC1=CN(C2=CC(=CC=C12)F)C1=NC(=NC=C1)C1(CC(=C(C=C1OC)N1CCOCC1)N)N 1-(4-(3-((dimethylamino)methyl)-6-fluoro-1H-indol-1-yl)pyrimidin-2-yl)-6-methoxy-4-morpholino-benzene-1,3-diamine